C1(CC1)C=1C=C(N(N1)CC1=CC=C(C=C1)C1=NOC(=N1)C(F)(F)F)C(=O)OCC ethyl 5-cyclopropyl-2-[[4-[5-(trifluoromethyl)-1,2,4-oxadiazol-3-yl] phenyl]methyl]pyrazole-3-carboxylate